C1(CCCC1)CC=1NC(=NN1)C(=O)NC1=NC=CC(=C1)C1=C(C=CC(=C1)OCC1CCOCC1)C(F)(F)F 5-(cyclopentylmethyl)-N-(4-(5-((tetrahydro-2H-pyran-4-yl)methoxy)-2-(trifluoromethyl)phenyl)pyridin-2-yl)-4H-1,2,4-triazole-3-carboxamide